[Si](C)(C)(C(C)(C)C)OCC1=C(C(=CC=C1)Cl)C1=CN=CO1 5-(2-{[(tert-butyldimethylsilyl)oxy]methyl}-6-chlorophenyl)-1,3-oxazole